5,6-bis-phenyloxy-1,3-diiminoisoindoline C1(=CC=CC=C1)OC=1C=C2C(NC(C2=CC1OC1=CC=CC=C1)=N)=N